N-(2-Methoxy-5-(3-(trifluoromethyl)phenoxy)phenyl)-5-oxopyrrolidine-2-carboxamide COC1=C(C=C(C=C1)OC1=CC(=CC=C1)C(F)(F)F)NC(=O)C1NC(CC1)=O